NC1(CC1)CNC1=NC(=C2C(=N1)N(N=C2)CC)NC2=CC=C(C=C2)C(F)(F)F 6-N-[(1-aminocyclopropyl)methyl]-1-ethyl-4-N-[4-(trifluoromethyl)phenyl]pyrazolo[3,4-d]pyrimidine-4,6-diamine